C(C)OC(=O)C=1C(=NC(=NC1C=C)SC)C 4-methyl-2-methylsulfanyl-6-vinyl-pyrimidine-5-carboxylic acid ethyl ester